O[C@@]1(C[C@@H](N(C[C@@H]1C)C(=O)OC(C)(C)C)C)C |&1:1| (±)-tert-Butyl (2S,5S)-4-hydroxy-2,4,5-trimethylpiperidine-1-carboxylate